(5S,6R)-6-(bicyclo[4.2.0]octa-1,3,5-trien-2-yl)-5-(4-(4-(dimethoxymethyl)piperidin-1-yl)phenyl)-5,6,7,8-tetrahydronaphthalen-2-ol C12=C(C=CC=C2CC1)[C@H]1[C@H](C=2C=CC(=CC2CC1)O)C1=CC=C(C=C1)N1CCC(CC1)C(OC)OC